(E)-1-((3,5-dimethoxyphenyl)ethynyl)-3-(1-but-2-enoylpyrrolidin-3-yl)imidazo[1,5-a]pyrazin-8-amine COC=1C=C(C=C(C1)OC)C#CC=1N=C(N2C1C(=NC=C2)N)C2CN(CC2)C(\C=C\C)=O